NCC1=NNC(C2=CC=C(C=C12)C1=C(N(N=C1)C)C1=C(C#N)C=CC(=C1)C=1C=NN(C1)C)=O 2-[4-[4-(aminomethyl)-1-oxo-2H-phthalazin-6-yl]-2-methyl-pyrazol-3-yl]-4-(1-methylpyrazol-4-yl)benzonitrile